C(C1=CC=CC=C1)ON1C(C2(C1)NC(CC2)CN([C@H](C(=O)N)[C@@H](C)O)C)=O (2S,3R)-2-(((2-(benzyloxy)-1-oxo-2,5-diazaspiro[3.4]octan-6-yl)methyl)(methyl)amino)-3-hydroxybutanamide